n-hexadecyl docosanoate C(CCCCCCCCCCCCCCCCCCCCC)(=O)OCCCCCCCCCCCCCCCC